CC1(OC=2C=C(C(=C(C2C2=C1C=CC(=C2)C)O)C2C=COC=C2)CCCCC)C 6,6,9-trimethyl-3-pentyl-2-(4H-pyran-4-yl)-6H-benzo[c]chromen-1-ol